N[C@H](C1CCN(CC1)C(=O)[C@@H]1CN(CC1)C)C1=C(C=C(C(=C1)Cl)Cl)O (4-((R)-amino(4,5-dichloro-2-hydroxyphenyl)methyl)piperidin-1-yl)((S)-1-methylpyrrolidin-3-yl)methanone